N1=C(C=CC=C1)C1=C2C=3C=C(C(=CC3C3=C(C2=CC(=C1)OCCCC)C=C(C(=C3)OCCCC)OCCCC)OCCCC)OCCCC 2-pyridyl-3,6,7,10,11-penta(n-butoxy)benzophenanthrene